(3R,4S,7R)-4-((benzoyloxy)methyl)-1,1-difluoro-5-oxaspiro[2.4]heptane-6,7-diyl diacetate C(C)(=O)OC1O[C@@H]([C@]2(CC2(F)F)[C@H]1OC(C)=O)COC(C1=CC=CC=C1)=O